OC1=CC=C(C=2C(C3=C(C=CC(=C3C(C12)=O)N)O)=O)N 1,5-dihydroxy-4,8-diaminoanthraquinone